CN(CC(=O)NC1=CC=CC=C1)CC=1NC(C2=C(N1)N(N=C2)C)=O 2-(methyl((1-methyl-4-oxo-4,5-dihydro-1H-pyrazolo[3,4-d]pyrimidin-6-yl)methyl)amino)-N-phenylacetamide